FCC(=O)[O-] fluoroacetate